FC1(CCC=2C(=CC(=NC21)N2[C@@H]([C@@H]([C@@H](C2=O)O)O)C(=O)N(C)C2=C(C=C(C(=C2)Cl)F)F)C(F)(F)F)F {(2S,3S,4S)-1-[7,7-difluoro-4-(trifluoromethyl)(5,6,7-trihydrocyclopenta[1,2-e]pyridine-2-yl)]-3,4-dihydroxy-5-oxopyrrolidin-2-yl}-N-(5-chloro-2,4-difluorophenyl)-N-methylformamide